FC1=CC=C(C=C1)C=1N=C(SC1)N 4-(4-fluorophenyl)-2-aminothiazole